isoindoline-1,3-dione tert-Butyl(7-((2-(1-methyl-2,6-dioxopiperidin-3-yl)-1,3-dioxoisoindolin-5-yl)amino)heptyl)carbamate C(C)(C)(C)N(C(O)=O)CCCCCCCNC=1C=C2C(N(C(C2=CC1)=O)C1C(N(C(CC1)=O)C)=O)=O.C1(NC(C2=CC=CC=C12)=O)=O